2-fluoro-4-(7-fluoro-1-methyl-benzimidazol-5-yl)oxy-3-methyl-aniline tert-butyl-(1-((1,1-dimethylethylsulfinamido)methyl)imidazo[1,5-a]pyridin-6-yl)carbamate C(C)(C)(C)N(C(O)=O)C=1C=CC=2N(C1)C=NC2CNS(=O)C(C)(C)C.FC2=C(N)C=CC(=C2C)OC2=CC1=C(N(C=N1)C)C(=C2)F